tert-butyl (3S)-3-(4-chloro-2-(6-((6,6-dimethyl-2,4-dioxo-3-azabicyclo[3.1.0]hexan-3-yl)methyl)pyrrolo[2,1-f][1,2,4]triazin-4-yl)-6-methylphenoxy)piperidine-1-carboxylate ClC1=CC(=C(O[C@@H]2CN(CCC2)C(=O)OC(C)(C)C)C(=C1)C)C1=NC=NN2C1=CC(=C2)CN2C(C1C(C1C2=O)(C)C)=O